2H-1,2,3-triazole-4,5-dicarboxylic acid diethyl ester C(C)OC(=O)C1=NNN=C1C(=O)OCC